(2'R)-2'-deoxy-2'-fluoro-2'-methyluridine-3',5'-dibenzoate F[C@]1([C@@H](O[C@@H]([C@]1(O)C1=CC=CC=C1C(=O)[O-])C(O)C1=CC=CC=C1C(=O)[O-])N1C(=O)NC(=O)C=C1)C